C(C)(=O)C1=C(C(=NC=C1)C(C)C)NC(=O)\N=C(\N1[C@H](CN(CC1)C(=O)OC(C)(C)C)C)/C=1C(=NC(=C(C1)Cl)C1=C(C=CC=C1OCOC)F)Cl tert-butyl (3S)-4-((E)-(((4-acetyl-2-isopropylpyridin-3-yl)carbamoyl)imino)(2,5-dichloro-6-(2-Fluoro-6-(methoxymethoxy)phenyl)pyridin-3-yl)methyl)-3-methylpiperazine-1-carboxylate